(2S,4r)-N-(1,2-benzoxazol-3-ylmethyl)-1-[(2S)-2-(4-cyclopropyltriazol-1-yl)-3,3-dimethyl-butyryl]-4-hydroxy-pyrrolidine-2-carboxamide O1N=C(C2=C1C=CC=C2)CNC(=O)[C@H]2N(C[C@@H](C2)O)C([C@H](C(C)(C)C)N2N=NC(=C2)C2CC2)=O